NC1=NC=CC2=C(C=CC=C12)C=1C=C2C(=NN(C2=CC1)C1CN(CC1)C(=O)OC(C)(C)C)COC1=C(C=CC=C1)CC(=O)O 2-(2-((5-(1-aminoisoquinolin-5-yl)-1-(1-(tert-butoxycarbonyl)pyrrolidin-3-yl)-1H-indazol-3-yl)methoxy)phenyl)acetic acid